FC1=C(C=CC(=C1)C(C(=O)N(C)CC(CN1C=NC=C1)(O)C1=CC=C(C=C1)Cl)C)C1=CC=CC=C1 2-(2-fluoro-[1,1'-biphenyl]-4-yl)-N-(2-(4-chlorophenyl)-2-hydroxy-3-(1H-imidazol-1-yl)propyl)-N-methylpropanamide